((4-Hydroxybutyl)azanediyl)bis(hexane-6,1-diyl) bis(2-hexyldecanoate) C(CCCCC)C(C(=O)OCCCCCCN(CCCCCCOC(C(CCCCCCCC)CCCCCC)=O)CCCCO)CCCCCCCC